(E)-N-(4-fluoro-3-nitrophenyl)-2-(hydroxyimino)acetamide FC1=C(C=C(C=C1)NC(/C=N/O)=O)[N+](=O)[O-]